N-[3-(5-chloro-1,3-benzoxazol-2-yl)-1-bicyclo[1.1.1]pentanyl]-3-methylsulfanyl-benzamide ClC=1C=CC2=C(N=C(O2)C23CC(C2)(C3)NC(C3=CC(=CC=C3)SC)=O)C1